FC(C=1C=C(C=CC1)C(=C)C1=CC=2NC3=CC=CC=C3SC2C=C1)(F)F 2-(1-(3-(trifluoromethyl)phenyl)vinyl)-10H-phenothiazine